4-(4-hydroxyphenyl)-1-piperazinecarboxylate OC1=CC=C(C=C1)N1CCN(CC1)C(=O)[O-]